ClC1=NC=NC2=CC(=C3C(=C12)OCCO3)OCCN3CCCC3 10-chloro-5-(2-(tetrahydropyrrol-1-yl)ethoxy)-2,3-dihydro-[1,4]dioxino[2,3-f]quinazoline